ClC=1C(=CC=C2N=CC(=NC12)C1=CC(=NO1)CC1CCN(CC1)C)OC1=CC2=C(N=C(N2)C)C=C1 5-[8-chloro-7-[(2-methyl-3H-benzimidazol-5-yl)oxy]quinoxalin-2-yl]-3-[(1-methyl-4-piperidyl)methyl]isoxazole